Cl.NC1C(C2C=CC1C2)C(=O)N 3-aminobicyclo[2.2.1]hept-5-ene-2-carboxamide hydrochloride